tert-butyl N-[2-[2-[[4-[[3-[1-(cyanomethyl)-3-methylsulfanyl-pyrazol-4-yl]imidazo[1,2-a]pyrazin-8-yl]amino]-2-ethyl-benzoyl]amino]ethoxy]ethyl]carbamate C(#N)CN1N=C(C(=C1)C1=CN=C2N1C=CN=C2NC2=CC(=C(C(=O)NCCOCCNC(OC(C)(C)C)=O)C=C2)CC)SC